5-(4-(trifluoromethyl)phenoxy)-1H-indole FC(C1=CC=C(OC=2C=C3C=CNC3=CC2)C=C1)(F)F